FC1=CC=C(COCC23CCC(CC2)(N3)[C@@H](O)C3=CC(=CC=C3)F)C=C1 (S)-(4-(((4-Fluorobenzyl)oxy)methyl)-7-azabicyclo[2.2.1]heptan-1-yl)(3-fluorophenyl)-methanol